8-chloro-5-methyl-2-(methylthio)pyrido[3,4-d]pyrimidine ClC1=NC=C(C2=C1N=C(N=C2)SC)C